FC1=C(C=CC(=C1)I)O 2-fluoro-4-iodophenol